6-(5-cyano-1H-pyrrolo[2,3-b]pyridin-1-yl)-4-(isopropylamino)-N-((trans)-4-(isopropylcarbamoyl)cyclohexyl)nicotinamide C(#N)C=1C=C2C(=NC1)N(C=C2)C2=NC=C(C(=O)N[C@@H]1CC[C@H](CC1)C(NC(C)C)=O)C(=C2)NC(C)C